C1C(CC2=CC=CC=C12)CC(=O)Cl 2-(2,3-dihydro-1H-inden-2-yl)acetyl chloride